C(#N)C=1C=CC(=C2C=CC=NC12)N1C[C@@]2(C[C@@]2(C1)C(F)(F)F)C(=O)NC([2H])([2H])[C@H]1CN(CCO1)C([2H])([2H])[2H] (1S,5R)-3-(8-cyanoquinolin-5-yl)-N-(((S)-4-(methyl-d3)morpholin-2-yl)methyl-d2)-5-(trifluoromethyl)-3-azabicyclo[3.1.0]hexane-1-carboxamide